6-(2-((5-bromo-2-(trifluoromethoxy)phenyl)amino)-5-fluoropyrimidin-4-yl)-3,3-dimethylisoindol-1-one BrC=1C=CC(=C(C1)NC1=NC=C(C(=N1)C1=CC=C2C(NC(C2=C1)=O)(C)C)F)OC(F)(F)F